N-benzyl-3-(N-(4-bromophenyl)sulfamoyl)benzamide C(C1=CC=CC=C1)NC(C1=CC(=CC=C1)S(NC1=CC=C(C=C1)Br)(=O)=O)=O